O1C(=CC=C1N)N 2,5-furandiamine